5-oxopentanoat O=CCCCC(=O)[O-]